FC1(C2CN(CC2C1)C1=NC(=CC=C1C(C)O)N1C=NC2=C1C=CC(=C2)NC=2N=NC(=CC2)C)F 1-[2-(6,6-difluoro-3-azabicyclo[3.2.0]heptan-3-yl)-6-[5-[(6-methylpyridazin-3-yl)amino]benzimidazol-1-yl]-3-pyridyl]ethanol